C(CC)C1=NC=C(C(=N1)O)C(=O)O 2-propyl-4-hydroxy-5-pyrimidinecarboxylic acid